4-(Cyclopropylmethyl)-4-[2-(difluoromethoxy)ethyl]cyclohexan-1-one C1(CC1)CC1(CCC(CC1)=O)CCOC(F)F